ClC(C(OC=1C(=NC(=NC1)N(CC1=CC=C(C=C1)OC)CC1=CC=C(C=C1)OC)OC)(F)F)F 5-(2-chloro-1,1,2-trifluoro-ethoxy)-4-methoxy-N,N-bis[(4-methoxyphenyl)methyl]pyrimidin-2-amine